ClC=1C=CC(=NC1)C(=O)NCC1CCN(CC1)NC(COC1=CC(=C(C=C1)Cl)F)=O 5-chloro-N-((1-(2-(4-chloro-3-fluorophenoxy)acetamido)piperidin-4-yl)methyl)pyridinecarboxamide